(R)-N-(1-(3-(difluoromethyl)-2-fluorophenyl)ethyl)-6-(4-isopropylpiperazin-1-yl)-7-methoxy-2-methylpyrido[2,3-d]pyrimidin-4-amine FC(C=1C(=C(C=CC1)[C@@H](C)NC=1C2=C(N=C(N1)C)N=C(C(=C2)N2CCN(CC2)C(C)C)OC)F)F